FC1=CC(=CC=2N(C=NC21)C(C)C)C2=CC(=NC=C2C)NC(=O)C2CC(CCC2)NC(CO)=O N-(4-(4-fluoro-1-isopropyl-1H-benzo[d]imidazol-6-yl)-5-methylpyridin-2-yl)-3-(2-hydroxyacetamido)cyclohexane-1-carboxamide